C(C)(C)(C)OC(=O)N1CCC(CC1)NC1=CC(=CC(=C1)C(=O)OC)Br 4-((3-bromo-5-(methoxycarbonyl)phenyl)amino)piperidine-1-carboxylic acid tert-butyl ester